1-(6-(3-methyl-1H-1,2,4-triazol-1-yl)pyridin-2-yl)piperazine CC1=NN(C=N1)C1=CC=CC(=N1)N1CCNCC1